(3R)-7-((S)-4-acryloyl-2-methylpiperazin-1-yl)-9-chloro-10-(2,4-difluorophenyl)-3-methyl-2H-[1,4]-thiazino-[2,3,4-ij]-quinazolin-5(3H)-one C(C=C)(=O)N1C[C@@H](N(CC1)C1=NC(N2C3=C(C(=C(C=C13)Cl)C1=C(C=C(C=C1)F)F)SC[C@H]2C)=O)C